C(C)(C)(C)OC(=O)N1CCC(CC1)C=1C=CC=C2C=C(N(C12)CC1CC1)C1=NN2C(C=CC(=C2)C(=O)OCC)=C1C Ethyl 2-(7-(1-(tert-butoxycarbonyl) piperidin-4-yl)-1-(cyclopropylmethyl)-1H-indol-2-yl)-3-methylpyrazolo[1,5-a]pyridine-6-carboxylate